O(C#N)C1=CC=C(C=C1)C(C)(C)C1=CC(=CC=C1)C(C)(C)C1=CC=C(C=C1)OC#N 1,3-bis[2-(4-cyanatophenyl)-2-propyl]benzene